BrC=1C(=C(C(=NC1)C1=CC=C(CNC(C2=C(C=CC(=C2)F)OC)=O)C=C1)C#N)O N-(4-(5-bromo-3-cyano-4-hydroxypyridin-2-yl)benzyl)-5-fluoro-2-methoxybenzamide